C1(=CC=CC=C1)P(C1=CC=CC=C1)OC(C)C(C(C)OP(C1=CC=CC=C1)C1=CC=CC=C1)CCCC 3-butyl-2,4-pentanediol bis(diphenylphosphinite)